tert-Butyl 4'-methyl-3'-oxo-1',3',4',7'-tetrahydrospiro[pyrrolidine-3,2'-pyrrolo[3',2':5,6]pyrido[3,4-b]pyrazine]-1-carboxylate CN1C2=C(NC3(C1=O)CN(CC3)C(=O)OC(C)(C)C)C3=C(N=C2)NC=C3